CN1N=C(C=2N=C(NCC21)C2=C(C=CC(=C2)C(=O)N2CCN(CC2)C2=CC=CC=C2)OCCC)CCC 1-methyl-5-(5-(4-phenylpiperazine-1-carbonyl)-2-propoxyphenyl)-3-propyl-1,6-dihydro-7H-pyrazolo[4,3-d]pyrimidine